ClC=1C(=C(C(=C(C(=O)N)C1F)C1=CC=CC2=C1C[C@](O2)(C2=CC=CC=C2)CNC2CCC(CC2)(C)O)F)OCC2=NC=CC=N2 (2s,4s)-5-chloro-6-fluoro-2-(((((cis)-4-hydroxy-4-methylcyclohexyl)amino)methyl)-2-phenyl-2,3-dihydrobenzofuran-4-yl)-3-fluoro-4-(pyrimidin-2-ylmethoxy)benzamide